ClC=1C=CC=2N=CN=C(C2N1)NC1=C(C(=C(C=C1)OCC1(CCC1)C)Cl)F 6-chloro-N-(3-chloro-2-fluoro-4-((1-methylcyclobutyl)methoxy)phenyl)pyrido[3,2-d]pyrimidin-4-amine